C1(CC1)C1=NC=NC(=C1C1=NC=C(C(=N1)NCC1=CC=C(C=C1)C=1N(C=C(N1)C(F)(F)F)C)P(C)(C)=O)OC([2H])([2H])[2H] (4'-cyclopropyl-6'-(methoxy-d3)-4-((4-(1-methyl-4-(trifluoromethyl)-1H-imidazol-2-yl)benzyl)amino)-[2,5'-bipyrimidin]-5-yl)dimethylphosphine oxide